C(CCCCCC)P(OCCCCCCC)([O-])=O heptyl (heptyl phosphonate)